5-(N-tert-butoxycarbonylamino)-2-thiazolecarboxylic acid ethyl ester C(C)OC(=O)C=1SC(=CN1)NC(=O)OC(C)(C)C